N1C2=C(S[C@H](C1)[C@@H](C1=CC=CC=C1)NCCC=1C=C(C=CC1)[C@H](C(=O)O)C)N=CC=C2 |o1:22| (R or S)-2-(3-(2-(((R)-((R)-2,3-dihydro-1H-pyrido[2,3-b][1,4]thiazin-3-yl)(phenyl)methyl)amino)ethyl)phenyl)propanoic acid